NC=1N=NC(=CC1N1CC2CCC(C1)N2C2=CC(=NC=C2)C#CCN2CCC(C(CC2)C)(O)C)C2=C(C=CC=C2)O 1-[3-[4-[3-[3-amino-6-(2-hydroxyphenyl)pyridazin-4-yl]-3,8-diazabicyclo[3.2.1]oct-8-yl]-2-pyridinyl]prop-2-ynyl]-4,5-dimethyl-azepan-4-ol